ClC=1C(=NC(=CC1)C1=C(C=C(C=C1[N+](=O)[O-])C(F)(F)F)Cl)C(=O)OC Methyl 3-chloro-6-(2-chloro-6-nitro-4-(trifluoromethyl) phenyl)picolinate